C(C)(C)(C)OC(=O)N(CCCC(=O)O)C 4-((Tert-Butoxycarbonyl)(methyl)amino)butanoic acid